ClC1=C(C=C(C=C1)F)C(C(=O)NC(C)(C)C)N1C(C=2C=C(C=C(C2CC1)C(=O)NCC1=CC=C(C=C1)OC)[N+](=O)[O-])=O [1-(2-chloro-5-fluorophenyl)-2-[(2-methylprop-2-yl)amino]-2-oxoethyl]-N-[(4-methoxyphenyl)methyl]-7-nitro-1-oxo-1,2,3,4-tetrahydroisoquinoline-5-carboxamide